CC1(COC1)C(=O)N1CCC(=CC1)B1OC(C(O1)(C)C)(C)C (3-methyloxetan-3-yl)-[4-(4,4,5,5-tetramethyl-1,3,2-dioxaborolan-2-yl)-3,6-dihydro-2H-pyridin-1-yl]methanone